(2R,3S,5R)-3-(3,4-difluoro-2-methoxyphenyl)-5-methyl-5-(trifluoromethyl)-N-(3-(trimethoxysilyl)phenyl)tetrahydrothiophene-2-carboxamide FC=1C(=C(C=CC1F)[C@H]1[C@@H](S[C@](C1)(C(F)(F)F)C)C(=O)NC1=CC(=CC=C1)[Si](OC)(OC)OC)OC